N-(1-cyanocyclopropyl)-2-methyl-4-(3-methyl-1,2,4-oxadiazol-5-yl)quinazoline-6-sulfonamide C(#N)C1(CC1)NS(=O)(=O)C=1C=C2C(=NC(=NC2=CC1)C)C1=NC(=NO1)C